C(C)(C)[C@H]1CC[C@H](CC1)OC[C@@H]1N(CCC[C@@H]1NS(=O)(=O)C)S(=O)(=O)C=1C=NN(C1)C N-(cis-2-(((cis-4-isopropylcyclohexyl)oxy)methyl)-1-((1-methyl-1H-pyrazol-4-yl)sulfonyl)piperidin-3-yl)methanesulfonamide